2-(benzyl-oxy)-5-bromo-2,3-dihydro-1H-indene C(C1=CC=CC=C1)OC1CC2=CC=C(C=C2C1)Br